CC=1C=CC(=NC1C)C(C)=O 1-(5,6-dimethylpyridin-2-yl)ethan-1-one